C12(CC3CC(CC(C1)C3)C2)CNC(=O)NCC2=NN(C(=C2C)C2=CC=C(C=C2)Cl)C2=C(C=C(C=C2)Cl)Cl 1-(((3r,5r,7r)-adamantan-1-yl)-methyl)-3-((5-(4-chlorophenyl)-1-(2,4-dichlorophenyl)-4-methyl-1H-pyrazol-3-yl)-methyl)urea